The molecule is the 2-hydroxymethyl derivative of glutaric acid. It derives from a glutaric acid. It is a conjugate acid of a 2-hydroxymethylglutarate. C(CC(=O)O)C(CO)C(=O)O